The molecule is a oxo fatty acid that is the 2-oxo derivative of palmitic (hexadecanoic) acid. It is an oxo fatty acid, a long-chain fatty acid and a straight-chain fatty acid. It derives from a hexadecanoic acid. CCCCCCCCCCCCCCC(=O)C(=O)O